COC(C1=CC(=NC=C1)C=1OC=CN1)=O 2-(oxazol-2-yl)isonicotinic acid methyl ester